O(C1=CC=CC=C1)CCC(C(=O)O)(C)C.C(C(C)C)(=O)OCCOC1=CC=CC=C1 2-phenoxyethyl isobutyrate (2-phenoxyethyl isobutyrate)